trineopentyl-(2-methoxyethoxy)silane C(C(C)(C)C)[Si](OCCOC)(CC(C)(C)C)CC(C)(C)C